N-(4-amino-3-oxobicyclo[2.2.2]octan-1-yl)-2-(4-chloro-3-fluorophenoxy)acetamide NC12C(CC(CC1)(CC2)NC(COC2=CC(=C(C=C2)Cl)F)=O)=O